1-chloro-3-((2-hydroxypropyl)thio)propan-2-ol ClCC(CSCC(C)O)O